C(C)(C)(C)OC(=O)N1[C@H](CC(=C[C@H]1C)OS(=O)(=O)C(F)(F)F)C cis-2,6-dimethyl-4-(((trifluoromethyl)sulfonyl)oxy)-3,6-dihydropyridine-1(2H)-carboxylic acid tert-butyl ester